methylamine lead iodide bromine [Br].[Pb](I)I.CN